4-(5-chloro-2-thienyl)piperidine-4-carbonitrile hydrochloride Cl.ClC1=CC=C(S1)C1(CCNCC1)C#N